methyl (2S)-2-[[(2S)-2-amino-3-cyclopropyl 1-propanoyl]amino]-3-[(3R)-5,5-dimethyl-2-oxo-pyrrolidin-3-yl]propanoate N[C@H](C(=O)N[C@H](C(=O)OC)C[C@H]1C(NC(C1)(C)C)=O)CC1CC1